(R)-1,3-Butandiol C(C[C@@H](C)O)O